N1C(=NC=C1)C(N1C[C@]2(CCN3N=C(C=C32)C=3C=C(C(=NC3)N)C(F)(F)F)CC1)C1(CC1)C 5-{(3R)-1-[(1H-imidazol-2-yl)(1-methylcyclopropyl)methyl]-5',6'-dihydrospiro[pyrrolidine-3,4'-pyrrolo[1,2-b]pyrazol]-2'-yl}-3-(trifluoromethyl)pyridin-2-amine